C(CCC)NC1=NN2C(C(=N1)N)=NC=C2CC=2C=NC(=C(C2)C)N2CCC(CC2)N(C)C N2-Butyl-7-((6-(4-(dimethylamino)piperidin-1-yl)-5-methylpyridin-3-yl)methyl)imidazo[2,1-f]-[1,2,4]triazin-2,4-diamin